COC1=CC=C(C=N1)C(=O)NC=1C=CC2=C(N=C(O2)C2=CC(=CC=C2)C)C1 6-Methoxy-N-[2-(3-methylphenyl)-1,3-benzoxazol-5-yl]pyridine-3-carboxamide